COCSP(=O)=NC(C)=O N-(METHOXYMETHYLSULFANYLPHOSPHORYL)ACETAMID